NC1=NN2C(N=CC=C2)=C1C(=O)N[C@H](C)C=1N(C(C=2C(=CC=C3C2C1C=C3)C#C)=O)C3=CC=CC=C3 (R)-2-amino-N-(1-(8-ethynyl-1-oxo-2-phenyl-1,2-dihydrocyclopenta[de]isoquinolin-3-yl)ethyl)pyrazolo[1,5-a]pyrimidine-3-carboxamide